C(=C)(C)[C@H](C\C=C(/CCOC(CC)=O)\C)CCC(=C)C.C(C)(C)C1=CC=C(C=C1)C=1N=C(NC1)C1N(CCCC1)C(C(C)SC)=O 1-(2-(4-(4-isopropylphenyl)-1H-imidazol-2-yl)piperidin-1-yl)-2-(methylsulfanyl)propan-1-one (3Z,6S)-6-isopropenyl-3,9-dimethyl-3,9-decadienylpropionate